FC1=CC=C(C(=O)NCC=2N=NN(C2)[C@@H](CC(NO)=O)CC2=CC=C(C=C2)C=2C=NC=NC2)C=C1 (R)-4-fluoro-N-{1-[2-hydroxycarbamoyl-1-(4-pyrimidin-5-yl-benzyl)-ethyl]-1H-[1,2,3]triazol-4-ylmethyl}-benzamide